CN1CCN(CC1)CC1=CC=C(N)C=C1 4-[(4-methyl-1-piperazinyl)methyl]aniline